6-(2-benzyloxypropoxy)-4-fluoro-indane-2-carbaldehyde C(C1=CC=CC=C1)OC(COC1=CC(=C2CC(CC2=C1)C=O)F)C